COC1=C(C=NC(=C1)OC)N1C(O[C@]2(C1)C[C@H](CCC2)CN2C=NC1=C2C=C(C=C1)C#N)=O 1-({(5s,7s)-3-[4,6-bis(methoxy)-3-pyridinyl]-2-oxo-1-oxa-3-azaspiro[4.5]decan-7-yl}methyl)-1H-benzimidazole-6-carbonitrile